4-[(2R)-3-(3,4-dihydro-1H-isoquinolin-2-yl)-2-hydroxy-propyl]-8-[(2-ethyl-2-azaspiro[3.3]hept-6-yl)oxy]-2,3-dihydro-1,4-benzoxazepin-5-one C1N(CCC2=CC=CC=C12)C[C@H](CN1CCOC2=C(C1=O)C=CC(=C2)OC2CC1(CN(C1)CC)C2)O